C(#C)C1=NC=C(C(=C1)OC=1C(=NC(=NC1)N)N)C(C)C 5-((2-ethynyl-5-isopropylpyridin-4-yl)oxy)pyrimidine-2,4-diamine